S1C(=NC2=C1C=CC=C2)NC(=O)C=2C=CC=C1CCN(CC21)C2=CC=C(C(=N2)C(=O)OC(C)(C)C)C=2C=NN(C2)CC21CC3(CC(CC(C2)C3)C1)O tert-butyl 6-[8-(1,3-benzothiazol-2-ylcarbamoyl)-3,4-dihydroisoquinolin-2(1H)-yl]-3-(1-{[3-hydroxytricyclo[3.3.1.13,7]dec-1-yl]methyl}-1H-pyrazol-4-yl)pyridine-2-carboxylate